C(CCCCCCC)N1C(C=2C(C1=O)=CSC2)=O 5-octylthieno[3,4-c]pyrrole-4,6-dione